cyclopentyl-N4-(5-methyl-1H-pyrazol-3-yl)quinazoline-4,7-diamine C1(CCCC1)C1=NC2=CC(=CC=C2C(=N1)NC1=NNC(=C1)C)N